FC1(CN(CC[C@H]1NC1=NN2C(C(=N1)OC)=C(C=C2)C=2C=C1N=CC=NC1=CC2)C(C)=O)F (R)-1-(3,3-Difluoro-4-((4-methoxy-5-(quinoxalin-6-yl)pyrrolo[2,1-f][1,2,4]triazin-2-yl)amino)piperidin-1-yl)ethan-1-one